C1(C=2C(C(=O)[O-])=CC(C(=O)OC(C3=C(C=CC=C3)C(CC3=C(C(=O)O1)C=CC=C3)C)=O)=CC2)=O propylene-dibenzoyl trimellitate